N-[4-amino-6-(trifluoromethyl)-3-pyridinyl]-N-methyl-carbamic acid butyl ester C(CCC)OC(N(C)C=1C=NC(=CC1N)C(F)(F)F)=O